2-[(3aR,6R,6aR)-4-Methoxy-2,2-dimethyl-3a,4,6,6a-tetrahydro-furo[3,4-d][1,3]-dioxol-6-yl]-N-methyl-acetamide COC1O[C@@H]([C@H]2OC(O[C@H]21)(C)C)CC(=O)NC